BrC1=CN=CC(=N1)CC(=O)OC methyl 2-(6-bromopyrazin-2-yl)acetate